Ethyl 1-(4-(methoxycarbonyl)-2-nitrophenyl)-4-methyl-1H-pyrrole-2-carboxylate COC(=O)C1=CC(=C(C=C1)N1C(=CC(=C1)C)C(=O)OCC)[N+](=O)[O-]